COC(C1=C(C=CC(=C1)Br)NC(CC)=O)=O methyl-5-bromo-2-propionamidobenzoate